[N+](=[N-])=CC(=O)OCCCC butyl 2-diazoacetate